C(C)(C)(C)N1C[C@H]([C@@H](C1)C1=CC=CC=C1)C(=O)NC1=CC(=CC=C1)OC1=CC=C(C=C1)C#N trans-tert-Butyl-N-[3-(4-cyanophenoxy)phenyl]-4-phenylpyrrolidine-3-carboxamide